6-(3-methyloxetan-3-ylmethoxy)pyridine-3-carbaldehyde CC1(COC1)COC1=CC=C(C=N1)C=O